CC1=CC=CC(=N1)C1=NC=CC(=N1)NC1=NC(=NC=C1)NC=1C=C(SC1)C(=O)OCCN1C[C@@H](CCC1)N 2-[(3R)-3-amino-1-piperidyl]ethyl 4-[[4-[[2-(6-methyl-2-pyridyl)pyrimidin-4-yl]amino]pyrimidin-2-yl]amino]thiophene-2-carboxylate